C1(CC1)C1=C(C(=NO1)C1=C(C=CC=C1Cl)Cl)COC1CCN(CC1)C1=CC(=C(C=C1)C1=NN(C(=C1)C(=O)O)C)C 3-(4-(4-((5-cyclopropyl-3-(2,6-dichlorophenyl)isoxazol-4-yl)methoxy)piperidin-1-yl)-2-methylphenyl)-1-methyl-1H-pyrazole-5-carboxylic acid